C(C)OC(CC1=CC(=C(C(=C1)[N+](=O)[O-])N)I)=O 2-(4-amino-3-iodo-5-nitrophenyl)acetic acid ethyl ester